BrC=1C=C(C=NC1)N1N=C(C=CC1=O)C(=O)[O-] 1-(5-bromo-3-pyridyl)-6-oxo-pyridazine-3-carboxylate